(rac)-(2s,4s)-2-(1-(4-Cyclopropyl-2-methylphenyl)-3-azabicyclo[3.1.0]hexan-3-carbonyl)-7-oxa-5-azaspiro[3.4]octan-6-on C1(CC1)C1=CC(=C(C=C1)C12CN(CC2C1)C(=O)C1CC2(C1)NC(OC2)=O)C